HYDROXYHYDROCINNAMATE OC(C(=O)[O-])CC1=CC=CC=C1